ClC1=CC=2N(C=C1)C=NC2CC(=O)NC2=NC=NC(=C2)NCC=2N=C1N(C=C(C=C1CN1CCOCC1)C1CC1)C2 2-(7-chloroimidazo[1,5-a]pyridin-1-yl)-N-(6-(((6-cyclopropyl-8-(morpholinomethyl)imidazo[1,2-a]pyridin-2-yl)methyl)amino)pyrimidin-4-yl)acetamide